OC(COC(COCC(=O)O)CCCCCCCCCC)CCCCCCCCCC 2-((2-((2-hydroxydodecyl)oxy)dodecyl)oxy)acetic acid